C1(=CC=CC=C1)S(=O)(=O)/C=C/CNC(=O)C=1C(NC=2CCN(CC2C1)C(=O)OC1CCCCC1)=O cyclohexyl 3-{[(2E)-3-(benzenesulfonyl) prop-2-en-1-yl] carbamoyl}-2-oxo-1,2,5,6,7,8-hexahydro-1,6-naphthyridine-6-carboxylate